CS1(=NC2=C(CC1)C=CC=C2)=O 2-methyl-3,4-dihydro-2λ6-benzo[c][1,2]thiazin-2-one